4-((4-trifluoromethylphenyl)sulfonyl)-5-methyl-5-phenylfuran FC(C1=CC=C(C=C1)S(=O)(=O)C1=CCOC1(C1=CC=CC=C1)C)(F)F